O=C1NC(CCC1N1C(C2=CC=CC(=C2C1=O)N1CCN(CC1)CC1(CCNCC1)O)=O)=O 2-(2,6-dioxopiperidin-3-yl)-4-(4-((4-hydroxypiperidin-4-yl)methyl)piperazin-1-yl)isoindoline-1,3-dione